((3AR,4R,6R,6AR)-6-(3,5-DIOXO-4,5-DIHYDRO-1,2,4-TRIAZIN-2(3H)-YL)-2,2-DIMETHYLTETRAHYDROFURO[3,4-D][1,3]DIOXOL-4-YL)METHYL-(((9H-FLUOREN-9-YL)METHOXY)CARBONYL)-L-ISOLEUCINATE O=C1N(N=CC(N1)=O)[C@@H]1O[C@@H]([C@@H]2[C@H]1OC(O2)(C)C)CN([C@@H]([C@@H](C)CC)C(=O)[O-])C(=O)OCC2C1=CC=CC=C1C=1C=CC=CC21